(3-Bromo-4-methylphenyl)(1-methyl-1H-tetrazol-5-yl)methanone BrC=1C=C(C=CC1C)C(=O)C1=NN=NN1C